Sodium dimethyl isophthalate C(C1=CC(C(=O)OC)=CC=C1)(=O)OC.[Na]